The molecule is an organic calcium salt that is the hemicalcium salt of (1R,2R,5S)-AH23848. It contains a (1R,2R,5S)-AH23848(1-). It is an enantiomer of a (1S,2S,5R)-AH23848 hemicalcium salt. C1N(CCOC1)[C@H]2C(=O)C[C@@H]([C@@H]2CC/C=C\\CCC(=O)[O-])OCC3=CC=C(C=C3)C4=CC=CC=C4.C1N(CCOC1)[C@H]2C(=O)C[C@@H]([C@@H]2CC/C=C\\CCC(=O)[O-])OCC3=CC=C(C=C3)C4=CC=CC=C4.[Ca+2]